5-((7-(5-(2-(2,5-dimethylpyrrolidine-1-carbonyl)-4-fluorophenoxy)pyrimidin-4-yl)-2,7-diazaspiro[4.4]nonan-2-yl)methyl)-1,3-dihydro-2H-benzo[d]imidazol-2-one CC1N(C(CC1)C)C(=O)C1=C(OC=2C(=NC=NC2)N2CC3(CCN(C3)CC3=CC4=C(NC(N4)=O)C=C3)CC2)C=CC(=C1)F